C(#N)N[C@@H]1C[C@H](C1)C(=O)NC=1SC(=CN1)C1CCCCC1 trans-3-(cyanoamino)-N-(5-cyclohexyl-1,3-thiazol-2-yl)cyclobutane-1-carboxamide